N-allyl-4-methoxybenzamide C(C=C)NC(C1=CC=C(C=C1)OC)=O